BrC1=C(C=CC=C1)C=1OC(=NN1)CCl 2-(2-bromophenyl)-5-(chloromethyl)-1,3,4-oxadiazole